Diethyl 4-propyl-1H-pyrazole-3,5-dicarboxylate C(CC)C=1C(=NNC1C(=O)OCC)C(=O)OCC